2-(2,4,6-trimethylphenyl)-4,6-bis[2-hydroxy-4-(β-butyloxy-2-hydroxypropyloxy)phenyl]-s-triazine CC1=C(C(=CC(=C1)C)C)C1=NC(=NC(=N1)C1=C(C=C(C=C1)OCC(C)(O)OCCCC)O)C1=C(C=C(C=C1)OCC(C)(OCCCC)O)O